(1S,2S)-2-((2,4-difluorophenoxy)methyl)cyclopentan-1-amine FC1=C(OC[C@@H]2[C@H](CCC2)N)C=CC(=C1)F